FC1=C(C(=CC=C1)F)C=1C(=NC=C(C1)C)[C@@H]1CC(=NO1)N1C[C@H]([C@H](C1)F)NS(=O)(=O)C1(CC1)F N-[(3R,4S)-1-{(5S)-5-[3-(2,6-difluorophenyl)-5-methylpyridin-2-yl]-4,5-dihydro-1,2-oxazol-3-yl}-4-fluoropyrrolidin-3-yl]-1-fluorocyclopropane-1-sulfonamide